6-methoxy-2,3-dihydro-1H-indole COC1=CC=C2CCNC2=C1